NC1=NC=NC=2NC3=CC(=CC=C3C21)C(=O)OC methyl 4-amino-9H-pyrimido[4,5-b]indole-7-carboxylate